FC=1C=C2C=C(NC2=CC1OCC1=CC(=NO1)C)CNC(=O)C1OCC1 N-((5-fluoro-6-((3-methylisoxazol-5-yl)methoxy)-1H-indol-2-yl)methyl)oxetane-2-carboxamide